FC1=C(C=CC(=C1C=1C=CC=2N(C1)C=NC2C2=NN=C(N2)C)F)NS(=O)(=O)C=2C(=NC=C(C2)F)OC N-[2,4-difluoro-3-[1-(5-methyl-4H-1,2,4-triazol-3-yl)imidazo[1,5-a]pyridin-6-yl]phenyl]-5-fluoro-2-methoxypyridine-3-sulfonamide